7-[[5-(4-methylpiperazin-1-yl)-2-pyridyl]amino]-4-phenyl-isoindolin-1-one CN1CCN(CC1)C=1C=CC(=NC1)NC=1C=CC(=C2CNC(C12)=O)C1=CC=CC=C1